ethyl (Z)-6-(3,5-difluorophenyl)-2-hydroxy-4-oxohex-2-enoate FC=1C=C(C=C(C1)F)CCC(\C=C(\C(=O)OCC)/O)=O